C(C=C)C(C(C)O)(CC=C)O Diallyl-propylene glycol